N-(2-((2-(Dimethylamino)ethyl)(methyl)amino)-5-((4-(5-fluoro-1H-indol-1-yl)pyrimidin-2-yl)amino)-4-methoxyphenyl)acrylamide CN(CCN(C1=C(C=C(C(=C1)OC)NC1=NC=CC(=N1)N1C=CC2=CC(=CC=C12)F)NC(C=C)=O)C)C